CONC methoxy(methylamine)